C(#N)C1=C2C[C@H](CNC2=CC=C1)[C@@H](C1=CC=CC=C1)NCCC1=CC(=C(C=C1)CC(=O)O)OC 2-(4-(2-(((S)-((R)-5-cyano-1,2,3,4-tetrahydroquinolin-3-yl)(phenyl)methyl)amino)ethyl)-2-methoxyphenyl)acetic acid